O1C(CCC12CCNCC2)=O 1-oxa-8-azaspiro[4.5]decan-2-one